4-(2-hydroxypropan-2-yl)-N-((5-(pyrazolo[1,5-a]pyridin-6-yl)-2,3-dihydro-1H-inden-4-yl)carbamoyl)thiophene-2-sulfonamide OC(C)(C)C=1C=C(SC1)S(=O)(=O)NC(NC1=C2CCCC2=CC=C1C=1C=CC=2N(C1)N=CC2)=O